ClC1=CC=2N(C(=C1)C1=CC(=C(C#N)C=C1)F)N=CN2 4-{7-chloro-[1,2,4]triazolo[1,5-a]pyridin-5-yl}-2-fluorobenzonitrile